2,5-dichlorobenzene ClC1=CC=C(C=C1)Cl